1,2,3-Benzotriazol-4-ylboronic acid N1N=NC2=C1C=CC=C2B(O)O